COC=1C=C(CN2CC(C2)S(=O)(=O)N2C3=C(SCC2)C(=CN=C3)C3=CC=C(C#N)C=C3)C=CC1 4-(4-((1-(3-methoxybenzyl)azetidin-3-yl)sulfonyl)-3,4-dihydro-2H-pyrido[4,3-b][1,4]thiazin-8-yl)benzonitrile